3-[1-methyl-7-[4-(4-methylpiperazin-1-yl)anilino]-2-oxo-4H-pyrimido[4,5-d]pyrimidin-3-yl]azetidine-1-carboxylic acid tert-butyl ester C(C)(C)(C)OC(=O)N1CC(C1)N1C(N(C2=NC(=NC=C2C1)NC1=CC=C(C=C1)N1CCN(CC1)C)C)=O